3-(5-fluoro-7-methyl-1H-indazol-4-yl)-2-(2,6-dimethylphenyl)-5-(3-fluoro-5-(trifluoromethyl)pyridin-2-yl)-4,5,6,7-tetrahydro-2H-pyrazolo[4,3-c]pyridine FC=1C(=C2C=NNC2=C(C1)C)C=1N(N=C2C1CN(CC2)C2=NC=C(C=C2F)C(F)(F)F)C2=C(C=CC=C2C)C